7-cyclopropyl-N-ethyl-9-(2-methylpropylsulfamoyl)-1,3-dihydropyrrolo[3,4-g]Isoquinoline-2-Formamide C1(CC1)C=1N=CC=2C=C3C(=C(C2C1)S(NCC(C)C)(=O)=O)CN(C3)C(=O)NCC